FC1=C(C(=O)OC(C)(C)C)C(=CC(=C1)N[C@@H](C(F)(F)F)C1=CC=CC=C1)F tert-butyl (R)-2,6-difluoro-4-((2,2,2-trifluoro-1-phenylethyl)amino)benzoate